C1(CC1)N1N=CC=C(C1=O)NC(=O)C1=CC=2C(N=C1OC(C)C)=NN(C2)C21COC(C2)(C1)C N-(2-cyclopropyl-3-oxo-pyridazin-4-yl)-6-isopropoxy-2-(1-methyl-2-oxabicyclo[2.1.1]hexan-4-yl)pyrazolo[3,4-b]pyridine-5-carboxamide